1-(2,6-diethylphenyl)-5-{[3-fluoro-4-(2-fluoro-3-methylpyridin-4-yl)phenyl]methyl}-6-hydroxy-2-(2-methyl-1,3-thiazol-4-yl)-1,4-dihydropyrimidin C(C)C1=C(C(=CC=C1)CC)N1C(=NCC(=C1O)CC1=CC(=C(C=C1)C1=C(C(=NC=C1)F)C)F)C=1N=C(SC1)C